4-hydroxy-2-oxo-N-[2-(trifluoromethyl)phenyl]-1,2,5,6-tetrahydropyridine-3-carbothioamide OC1=C(C(NCC1)=O)C(NC1=C(C=CC=C1)C(F)(F)F)=S